P(=O)(O)(O)[O-].[NH4+] ammonium dihydrogen phosphate salt